4-((1R,3S)-3-(3-(6-fluoro-5-(trifluoromethyl)pyridin-3-yl)-1-isopropyl-1H-1,2,4-triazol-5-yl)cyclopentyl)morpholine FC1=C(C=C(C=N1)C1=NN(C(=N1)[C@@H]1C[C@@H](CC1)N1CCOCC1)C(C)C)C(F)(F)F